C(CCCCCCCCCCCCCCCCC)(=O)OC1C(C(N(CC1)C)(C)C)C tetramethyl-4-piperidinyl stearate